didodecyl-p-cresol C(CCCCCCCCCCC)C1=C(C(=CC=C1C)O)CCCCCCCCCCCC